NC1=NN(C2=NC=3CC(CCC3C=C21)C)C(=O)C2=C(C=CC=C2)OC (3-amino-7-methyl-5,6,7,8-tetrahydro-1H-pyrazolo[3,4-b]quinolin-1-yl)(2-methoxyphenyl)methanone